FC1(CN(CC[C@H]1NC1=NN2C(C(=N1)N)=C(C=C2)C2=CC=C1C(=N2)N(N=N1)CC(F)F)C)F (R)-N2-(3,3-Difluoro-1-methylpiperidin-4-yl)-5-(3-(2,2-difluoroethyl)-3H-[1,2,3]triazolo[4,5-b]pyridin-5-yl)pyrrolo[2,1-f][1,2,4]triazine-2,4-diamine